6-aminopyridin-3-ol hydrochloride Cl.NC1=CC=C(C=N1)O